3-(3-amino-2,5,6-trifluorophenoxy)-2-methyl-6-nitrobenzoic acid tert-butyl ester C(C)(C)(C)OC(C1=C(C(=CC=C1[N+](=O)[O-])OC1=C(C(=CC(=C1F)F)N)F)C)=O